[2-(4-Fluoro-phenylamino)-4-methyl-thiazol-5-yl]-thiophen-3-yl-methanone FC1=CC=C(C=C1)NC=1SC(=C(N1)C)C(=O)C1=CSC=C1